2-(2,4-dioxotetrahydropyrimidin-1(2H)-yl)-5-((4-(isoxazolo[4,5-c]pyridin-3-yl)piperazin-1-yl)methyl)isoindoline-1,3-dione O=C1N(CCC(N1)=O)N1C(C2=CC=C(C=C2C1=O)CN1CCN(CC1)C1=NOC2=C1C=NC=C2)=O